2-amino-5-bromo-3-formylpyridine NC1=NC=C(C=C1C=O)Br